COC1=CC=C(C=C1)N1C(OC(=C1C(C)=O)C)=O 3-(4'-methoxyphenyl)-4-acetyl-5-methyloxazol-2(3H)-one